5-chloro-7-fluoro-6-(3-methoxynaphthalen-1-yl)-3-(piperazin-1-yl)benzo[c]isothiazole ClC1=CC=2C(=NSC2N2CCNCC2)C(=C1C1=CC(=CC2=CC=CC=C12)OC)F